COC(C1=C(C(=CC=C1)C1CN(CC1)C1=C(C=C(C=C1)C(F)(F)F)Cl)F)=O 3-(1-(2-chloro-4-trifluoromethylphenyl)pyrrolidin-3-yl)-2-fluorobenzoic acid methyl ester